ClC=1C(=NC(=NC1)NC1CCOCC1)C1=CC=C2CN(C(C2=C1)=O)[C@@H](C(=O)N[C@H](C)C1=CC(=NC=C1)N(C)C)C (2R)-2-(6-{5-chloro-2-[(oxan-4-yl)amino]pyrimidin-4-yl}-1-oxo-2,3-dihydro-1H-isoindol-2-yl)-N-[(1R)-1-[2-(dimethylamino)pyridin-4-yl]ethyl]propanamide